FC1(CCCC=2C(=NN(C12)CC(=O)N1CCN(CC1)C1=C(C(=CC=C1)C)C)C(=O)N1C[C@H]([C@H](CC1)O)F)F 2-(7,7-Difluoro-3-((3R,4S)-3-fluoro-4-hydroxypiperidin-1-carbonyl)-4,5,6,7-tetrahydro-1H-indazol-1-yl)-1-(4-(2,3-dimethylphenyl)piperazin-1-yl)ethanon